(2R,3S)-3-(2,5-dimethylphenyl)-4-methylpentan-2-ol CC1=C(C=C(C=C1)C)[C@@H]([C@@H](C)O)C(C)C